methyl 7-(4-((5-(3-((1H-indol-5-yl)oxy)phenyl)-4H-1,2,4-triazol-3-yl)methyl)phenyl)hept-6-ynoate N1C=CC2=CC(=CC=C12)OC=1C=C(C=CC1)C=1NC(=NN1)CC1=CC=C(C=C1)C#CCCCCC(=O)OC